OC1=C(C=CC=C1)C(/C=C/C1=CC=C(C(=O)OC)C=C1)=O (E)-methyl 4-(3-(2-hydroxyphenyl)-3-oxoprop-1-en-1-yl)benzoate